2-[1-(aminomethyl)cyclopropyl]-1-[4-[5-(trifluoromethyl)pyrimidin-2-yl]piperazin-1-yl]ethanone NCC1(CC1)CC(=O)N1CCN(CC1)C1=NC=C(C=N1)C(F)(F)F